1-cyclobutanone C1(CCC1)=O